CC([C@H](N)C(=O)O)(S)C 3,3-dimethylcysteine